3,5-di-tert-butyl-4-hydroxyphenylacetonitrile C(C)(C)(C)C=1C=C(C=C(C1O)C(C)(C)C)CC#N